C(C)OC1=C(C=CC(=N1)C(CS(=O)(=O)C)N1C(NC2=C1C=CC(=C2C)C2=C(C=CC=C2)C(C)C)=O)OC 1-(1-(6-ethoxy-5-methoxypyridin-2-yl)-2-(methylsulfonyl)ethyl)-5-(2-isopropylphenyl)-4-methyl-1H-benzo[d]imidazol-2(3H)-one